(S)-N-(1-(4-(benzylsulfanyl)-3-cyanophenylamino)-1-oxo-3-phenylprop-2-yl)-4-fluorobenzamide C(C1=CC=CC=C1)SC1=C(C=C(C=C1)NC([C@H](CC1=CC=CC=C1)NC(C1=CC=C(C=C1)F)=O)=O)C#N